BrC1=CC(=C2C=NC=NC2=C1)OC 7-bromo-5-methoxy-quinazoline